(1-(6-(4-chlorophenyl)-2-(piperidin-3-yl)pyrimidin-4-yl)piperidin-4-yl)methylamine ClC1=CC=C(C=C1)C1=CC(=NC(=N1)C1CNCCC1)N1CCC(CC1)CN